FC1=CC=C(C=C1)C1=CC(=NC(=C1)N1CCOCC1)N1CCN(CC1)CC[C@@H]1CC[C@H](CC1)NC(C1=CC=CC=C1)=O N-(trans-4-(2-(4-(4-(4-fluorophenyl)-6-morpholinopyridin-2-yl)piperazin-1-yl)ethyl)cyclohexyl)benzamide